3-((R)-2-(2-(cyclobutylamino)-5-fluoroisonicotinamido)-1-hydroxyethyl)-7-(methoxymethoxy)-3,4-dihydroisoquinoline C1(CCC1)NC=1C=C(C(=O)NC[C@@H](O)C2N=CC3=CC(=CC=C3C2)OCOC)C(=CN1)F